N[C@@]1([C@@H]2[C@]([C@@H]2C[C@H]1OCCC)(C(=O)O)F)C(=O)O (1R,2R,3R,5R,6R)-2-amino-6-fluoro-3-propoxybicyclo[3.1.0]hexane-2,6-dicarboxylic acid